N(=C=O)CCC=CCCN=C=O 1,6-diisocyanato-3-Hexen